COCC1=C(C=NN1C)NC1=NN(C2=CC(=CC=C12)C(C)(C)O)C 2-(3-{[5-(methoxymethyl)-1-methyl-1H-pyrazol-4-yl]amino}-1-methyl-1H-indazol-6-yl)propan-2-ol